C(C)OC(CC#N)=O ethyl-2-cyanoacetate